[Rh](Cl)(Cl)Cl.C(CCCCC)=N hexaanimine rhodium chloride